N-(3-(3-methoxy-4-(1-((2S,3S)-2-(methoxymethyl)tetrahydro-2H-pyran-3-yl)-1H-pyrazol-4-yl)pyridin-2-yl)-1-methyl-1H-pyrazolo[3,4-c]pyridin-5-yl)cyclopropanecarboxamide COC=1C(=NC=CC1C=1C=NN(C1)[C@@H]1[C@H](OCCC1)COC)C1=NN(C2=CN=C(C=C21)NC(=O)C2CC2)C